FC(C(=O)O)(F)F.CN1C(N(C2=C1C=C(C=C2)N2CCN(CC2)CC2CCNCC2)C2C(NC(CC2)=O)=O)=O 3-{3-Methyl-2-oxo-5-[4-(piperidin-4-ylmethyl)piperazin-1-yl]-1,3-benzodiazol-1-yl}piperidine-2,6-dione trifluoroacetate